C(C=1C(C(=O)O)=CC=CC1)(=O)O.C1=C(C)C=CC(C(C)C)=C1O.C1=C(C)C=CC(C(C)C)=C1O di-thymol phthalate